C1(=CC=CC=C1)C=1C=C(C=C(C1C1=CC=CC=C1)C1=CC=CC=C1)C=1C=C(C=CC1)C1=CC=CC=C1 3'',5''-diphenyl-[1,1':3',1'':4'',1'''-quaterphenyl]